[N+](=O)([O-])C=1C=C(C=CC1)C(CC(=O)[O-])C 3-(3-nitrophenyl)butanoate